(R)-6-cyclopropyl-8-isopropoxy-2-methyl-4-((1-(2-methyl-3-(trifluoromethyl)phenyl)ethyl)amino)-2,6-dihydropyrido[3,4-d]pyridazine-1,7-dione C1(CC1)N1C=C2C(=NN(C(C2=C(C1=O)OC(C)C)=O)C)N[C@H](C)C1=C(C(=CC=C1)C(F)(F)F)C